ClC1=NC=C(C(=N1)NC1=NNC2=CC(=CC=C12)[C@@H]1C[C@@]12C(NC1=CC=C(C=C21)OC)=O)OC (1R,2S)-2-{3-[(2-Chloro-5-methoxypyrimidin-4-yl)amino]-1H-indazol-6-yl}-5'-methoxyspiro[cyclopropane-1,3'-indol]-2'(1'H)-one